((5-methoxypyridin-2-yl)amino)-4-((4-methyl-2-(N-methylmethylsulfonamido)phenyl)amino)nicotinamide COC=1C=CC(=NC1)NC1=C(C(=O)N)C(=CC=N1)NC1=C(C=C(C=C1)C)N(S(=O)(=O)C)C